[5-[1-[(3-amino-2,2-difluoro-propyl)amino]-2-morpholino-ethyl]thiazol-2-yl]carbamate NCC(CNC(CN1CCOCC1)C1=CN=C(S1)NC([O-])=O)(F)F